dodecan-4-yl 8-{[8-(heptadecan-9-yloxy)-8-oxooctyl](3-hydroxypropyl)amino}octanoate CCCCCCCCC(CCCCCCCC)OC(CCCCCCCN(CCCCCCCC(=O)OC(CCC)CCCCCCCC)CCCO)=O